OCC(O)CO.[Zn].[Co].[Ni] nickel cobalt zinc glycerol